1-Chloro-4-propoxythioxanthon ClC1=CC=C(C=2SC3=CC=CC=C3C(C12)=O)OCCC